NC1=CC(=C(C=N1)CCCN(CCNC(C=CC1(N=N1)CCC#C)=O)CCCN1C=NC2=C(N(C=3C=CC=CC23)C)C1=O)OC N-(2-((3-(6-amino-4-methoxypyridin-3-yl)propyl)(3-(5-methyl-4-oxo-4,5-dihydro-3H-pyrimido[5,4-b]indol-3-yl)propyl)amino)ethyl)-3-(3-(but-3-yn-1-yl)-3H-diazirin-3-yl)propenamide